2-(3-((S)-((1r,3S)-3-chlorocyclobutyl)(4-methyl-4H-1,2,4-triazol-3-yl)methyl)-phenyl)-6-(((1-methylcyclobutyl)amino)methyl)-4-(trifluoromethyl)isoindolin-1-one ClC1CC(C1)[C@@H](C=1C=C(C=CC1)N1C(C2=CC(=CC(=C2C1)C(F)(F)F)CNC1(CCC1)C)=O)C1=NN=CN1C